S(C)(=O)(=O)O.N1C(NN(C2=NC(C3=NC=NC3=N2)=O)N(C2=NC(C3=NC=NC3=N2)=O)N(C2=NC(C3=NC=NC3=N2)=O)N(C2=NC(C3=NC=NC3=N2)=O)N(C2=NC(C3=NC=NC3=N2)=O)N(C2=NC(C3=NC=NC3=N2)=O)N(C2=NC(C3=NC=NC3=N2)=O)N(C2=NC(C3=NC=NC3=N2)=O)NC2=NC(C3=NC=NC3=N2)=O)=NC=2N=CNC2C1=O deciguanine mesylate